N-carboxyethyl-gamma-aminobutyric acid C(=O)(O)CCNCCCC(=O)O